COC(=O)C1=C(C(=NS1)C1=CC=CC=C1)B(O)O (5-(METHOXYCARBONYL)-3-PHENYL-ISOTHIAZOL-4-YL)BORONIC ACID